F[C@H](CN1C(C2=CC(=C(C=C2C1)NC(=O)C=1C=NN2C1N=CC=C2)N2CCC(CC2)[C@@H](C(F)(F)F)O)=O)C(C)(C)O N-[2-[(2R)-2-Fluoro-3-hydroxy-3-methyl-butyl]-1-oxo-6-[4-[(1S)-2,2,2-trifluoro-1-hydroxy-ethyl]-1-piperidyl]isoindolin-5-yl]pyrazolo[1,5-a]pyrimidine-3-carboxamide